tert-butoxy [(E)-amino{(tert-butoxycarbonyl)[(6-hydroxynaphthalen-2-yl)methyl]amino}methylidene]carbamate N/C(/N(CC1=CC2=CC=C(C=C2C=C1)O)C(=O)OC(C)(C)C)=N\C(OOC(C)(C)C)=O